FC1(CCN(CC1)C1=NC2=CC(=C(C=C2C(=N1)NC1CCOCC1)OC)OCCCN1CCCC1)F 2-(4,4-difluoropiperidin-1-yl)-6-methoxy-7-(3-(pyrrolidin-1-yl)propoxy)-N-(tetrahydro-2H-pyran-4-yl)quinazolin-4-amine